Methoxy-Trimethylsilan CO[Si](C)(C)C